8-benzyl-2-(furan-2-ylmethyl)-6-(4-hydroxyphenyl)imidazo[1,2-a]pyrazin-3(7H)-one C(C1=CC=CC=C1)C1=C2N(C=C(N1)C1=CC=C(C=C1)O)C(C(=N2)CC=2OC=CC2)=O